4-((4-(((2S,6R)-2,6-dimethylmorpholino)methyl)-6-((5-(5-phenyl-1,3,4-oxadiazole-2-yl)thiazol-2-yl)amino)pyridin-2-yl)amino)adamantane-1-ol C[C@@H]1O[C@@H](CN(C1)CC1=CC(=NC(=C1)NC=1SC(=CN1)C=1OC(=NN1)C1=CC=CC=C1)NC1C2CC3(CC(CC1C3)C2)O)C